(1r,3r)-3-(((benzyloxy)carbonyl)(methyl)amino)cyclobutyl-4-methylbenzenesulfonic acid C(C1=CC=CC=C1)OC(=O)N(C1CC(C1)C1=C(C=CC(=C1)C)S(=O)(=O)O)C